C(C)(=O)N1CC[C@@H]2N(C([C@H](C1)NC(=O)C=1NC3=CC=C(C=C3C1)C(F)(F)P(O)(O)=O)=O)[C@@H](CC2)C(=O)N2CC1=CC=C(C=C1CC2)I ((2-(((5S,8S,10aR)-3-acetyl-8-(6-iodo-1,2,3,4-tetrahydroisoquinoline-2-carbonyl)-6-oxodecahydropyrrolo[1,2-a][1,5]diazocin-5-yl)carbamoyl)-1H-indol-5-yl)difluoromethyl)phosphonic acid